BrCC(=O)C=1C(OC2=CC=CC=C2C1)=O (E)-3-(2-bromoacetyl)coumarin